[Bromo(difluoro)methyl](trimethyl)silane BrC(F)(F)[Si](C)(C)C